2-(3-butynyl)-2-oxazoline C(CC#C)C=1OCCN1